adenine acetate C(C)(=O)O.N1=CN=C2N=CNC2=C1N